O1C=2C=CC=CC(CC3=C(C(OC=CC21)=O)C=CC=C3)=O benzo[c]oxireno[2,3-k][1]oxacyclotetradecine-6,12(7H)-dione